1,3-dibromo-1,3-diphenyl-propan-2-one BrC(C(C(C1=CC=CC=C1)Br)=O)C1=CC=CC=C1